methyl (S)-3-((2-aminopent-4-en-1-yl) oxy)-4-chloro-5-nitrobenzoate N[C@H](COC=1C=C(C(=O)OC)C=C(C1Cl)[N+](=O)[O-])CC=C